2-(2-cyclopropyl-4-fluoro-6-isopropylphenyl)-N-(4-((dimethylamino)methyl)phenylsulfonimidoyl)acetamide C1(CC1)C1=C(C(=CC(=C1)F)C(C)C)CC(=O)NS(=O)(=N)C1=CC=C(C=C1)CN(C)C